1-((6-cyano-3-methylpyrazin-2-yl)methyl)cyclopropane-1-carboxylic acid C(#N)C1=CN=C(C(=N1)CC1(CC1)C(=O)O)C